C(C)(C)(C)OC(=O)NC1=C(C=CC=C1F)N(C(=O)[C@H]1N(C(C[C@@H]1C(=O)[O-])=O)C1=NC(=CC(=C1)C(F)(F)F)C)C (2S,3S)-2-((2-((tert-butoxycarbonyl)amino)-3-fluorophenyl)(methyl)carbamoyl)-1-(6-methyl-4-(trifluoromethyl)pyridin-2-yl)-5-oxopyrrolidine-3-carboxylate